CC(C(=O)C1=CC=CC=C1)NC The molecule is an aromatic ketone that is propiophenone in which the hydrogen alpha- to the keto group has been replaced by a methylamino group. It is an aromatic ketone and a secondary amino compound.